C(C)(C)(C)OC([C@H](CC#N)NC(=O)OC(C)(C)C)=O.C(CCC)N(C1CC(NC(C1)(C)C)(C)C)C1=NC(=NC(=N1)N(CCCC)C1CC(NC(C1)(C)C)(C)C)NCCCCCC(CCCCCNC1=NC(=NC(=N1)N(CCCC)C1CC(NC(C1)(C)C)(C)C)N(CCCC)C1CC(NC(C1)(C)C)(C)C)NC1=NC(=NC(=N1)N(CCCC)C1CC(NC(C1)(C)C)(C)C)N(CCCC)C1CC(NC(C1)(C)C)(C)C 1,6,11-tris[2,4-bis(N-butyl-N-(2,2,6,6-tetramethyl-4-piperidinyl)amino)-s-triazin-6-yl]aminoundecane tert-butyl-(S)-2-[(tert-butoxycarbonyl)amino]-3-cyanopropionate